(R)-5,6,7,8-tetrahydroquinolin-8-amine N1=CC=CC=2CCC[C@H](C12)N